FC1=C(C=CC=C1)[C@]1([C@@H]2CCN(C[C@H]12)C1=CN=C2C(=N1)NN=C2C2=CC=CC=1N2C=CN1)CN ((1S,6R,7R)-7-(2-fluorophenyl)-3-(3-(imidazo[1,2-a]pyridin-5-yl)-1H-pyrazolo[3,4-b]pyrazin-6-yl)-3-azabicyclo[4.1.0]heptan-7-yl)methanamine